2-(1-(2-cyanophenyl)-1-(1-methyl-1H-pyrazol-4-yl)propan-2-yl)-1-ethyl-N-(isoxazol-4-yl)-5-methoxy-6-oxo-1,6-dihydropyrimidine-4-carboxamide C(#N)C1=C(C=CC=C1)C(C(C)C=1N(C(C(=C(N1)C(=O)NC=1C=NOC1)OC)=O)CC)C=1C=NN(C1)C